N1=CC(=CC=C1)CCNC(C1=CC(=CC=C1)CNC1=NC=C(C2=C1CCO2)C2=CC=NC=C2)=O N-(2-(pyridin-3-yl)ethyl)-3-(((7-(pyridin-4-yl)-2,3-dihydrofuro[3,2-c]pyridin-4-yl)amino)methyl)benzamide